CC1(CN(CCO1)SC)C(=O)C1=CC=CC=C1 2-methyl-4-(methylthio)-2-morpholinophenone